ClC=1C=C2C(=C(C(N(C2=NC1Cl)C=1C(=NC=CC1C)C(C)C)=O)C#N)N1[C@H](CNCC1)C (S)-6,7-dichloro-1-(2-isopropyl-4-methylpyridin-3-yl)-4-(2-methylpiperazin-1-yl)-2-oxo-1,2-dihydro-1,8-naphthyridine-3-carbonitrile